3-((5-chloro-6-(trifluoromethyl)-1H-benzo[d]imidazol-2-yl)amino)-N-hydroxybenzamide ClC1=CC2=C(NC(=N2)NC=2C=C(C(=O)NO)C=CC2)C=C1C(F)(F)F